N-[3-(6-chloro-1,3-benzothiazol-2-yl)-1-bicyclo[1.1.1]pentanyl]-5-cyclopropylsulfonyl-furan-2-carboxamide ClC1=CC2=C(N=C(S2)C23CC(C2)(C3)NC(=O)C=3OC(=CC3)S(=O)(=O)C3CC3)C=C1